FC1=C(C=C(C=C1)F)[C@@H]1N(C[C@H](C1)O)C1=NC=2N(C=C1)N=C(C2NC(=O)N[C@@H]2[C@@H](C2)F)F 1-(5-((2R,4S)-2-(2,5-difluorophenyl)-4-hydroxypyrrolidin-1-yl)-2-fluoropyrazolo[1,5-a]pyrimidin-3-yl)-3-((1S,2R)-2-fluorocyclopropyl)urea